ClC1=C(C(=CC=C1)N1CCC(CC1)C)NS(=O)(=O)C=1C=NC(=CC1)S(=O)(=O)C N-(2-chloro-6-(4-methylpiperidin-1-yl)phenyl)-6-(methylsulfonyl)pyridine-3-sulfonamide